5-(4-(2-Chloro-6-cyclopropylpyridin-4-yl)-1,2,5-thiadiazol-3-yl)-4-methyl-4H-1,2,4-triazole-3-thiol ClC1=NC(=CC(=C1)C=1C(=NSN1)C=1N(C(=NN1)S)C)C1CC1